5-((4-((tert-butoxycarbonyl)amino)piperidin-1-yl)sulfonyl)-2-(trifluoromethyl)benzyl methanesulfonate CS(=O)(=O)OCC1=C(C=CC(=C1)S(=O)(=O)N1CCC(CC1)NC(=O)OC(C)(C)C)C(F)(F)F